N-(2,4-Dimethoxybenzyl)-4-morpholino-2-(trifluoromethyl)pyrimidine-5-carboxamide COC1=C(CNC(=O)C=2C(=NC(=NC2)C(F)(F)F)N2CCOCC2)C=CC(=C1)OC